N[C@H](\C=C/[C@H](C)O)C (2s,5s,z)-5-aminohex-3-en-2-ol